N-(2,2-dimethyl)propionyloxyphthalimide CC(C(=O)ON1C(C=2C(C1=O)=CC=CC2)=O)(C)C